3,4-dichloro-1-(4-chloro-2-methylnaphthalen-1-yl)-1H-pyrrole-2,5-dione ClC=1C(N(C(C1Cl)=O)C1=C(C=C(C2=CC=CC=C12)Cl)C)=O